C(C)(C)(C)OC(CCOCCCOCCCOCCCOC1=C(C=C(NC2=C(C(=O)OC)C=CC=C2)C=C1Cl)Cl)=O methyl 2-[4-[3-[3-[3-(3-tert-butoxy-3-oxo-propoxy)propoxy]propoxy]propoxy]-3,5-dichloro-anilino]benzoate